3-(4-{[(3S,4E,6Z,8E,10S,12Z)-3,10-dihydroxypentadeca-4,6,8,12-tetraen-1-yl]oxy}phenyl)propanoic acid O[C@@H](CCOC1=CC=C(C=C1)CCC(=O)O)\C=C\C=C/C=C/[C@H](C\C=C/CC)O